trans-N-(8-chloro-6-((R)-3-hydroxy-2-oxopyrrolidin-1-yl)isoquinolin-3-yl)-2-cyanocyclopropanecarboxamide ClC=1C=C(C=C2C=C(N=CC12)NC(=O)[C@H]1[C@@H](C1)C#N)N1C([C@@H](CC1)O)=O